(trifluoromethyl)-1-cyclobutanecarboxylic acid FC(F)(F)C1(CCC1)C(=O)O